6-(2-{5-[(3R,5R)-3-amino-5-fluoropiperidine-1-carbonyl]-7-methoxy-1-methyl-1H-1,3-benzodiazol-2-yl}-1-(cyclopropylmethyl)-1H-pyrrolo[2,3-b]pyridin-6-yl)-1,8-naphthyridin-2-ol N[C@H]1CN(C[C@@H](C1)F)C(=O)C1=CC2=C(N(C(=N2)C2=CC=3C(=NC(=CC3)C=3C=C4C=CC(=NC4=NC3)O)N2CC2CC2)C)C(=C1)OC